2-({2-cyclopropyl-4-[4-(2-methoxy-phenyl)-piperidin-1-yl]-7-methyl-quinazolin-6-yl}-methyl-amino)-ethanol C1(CC1)C1=NC2=CC(=C(C=C2C(=N1)N1CCC(CC1)C1=C(C=CC=C1)OC)N(CCO)C)C